5-[(3S)-5-fluoro-3-({[1-(fluoromethyl)cyclopropyl]methyl}amino)-7-hydroxy-3,4-dihydro-2H-1-benzopyran-6-yl]-1λ6,2,5-thiadiazolidine-1,1,3-trione FC1=C(C(=CC2=C1C[C@@H](CO2)NCC2(CC2)CF)O)N2CC(NS2(=O)=O)=O